2,3-dimethylbutan-1-ol CC(CO)C(C)C